FC=1C=C2CCN(CC2=CC1)C=1C=C(C(=C(C1)S)[N+](=O)[O-])C 5-(6-Fluoro-3,4-dihydroisoquinolin-2(1H)-yl)-3-methyl-2-nitrobenzenethiol